3-(1-(2-Aminophenyl)-1H-indol-2-yl)-1-ethylpyrrolidine-2,5-dione NC1=C(C=CC=C1)N1C(=CC2=CC=CC=C12)C1C(N(C(C1)=O)CC)=O